[C@H]1([C@H](O)[C@H](O)[C@@H](CO)O1)N1C(=O)NC(=O)C=C1 (S)-uridine